N,N-dimethyl-4-(5-(quinolin-5-yl)-1H-indol-2-yl)pyridin-2-amine CN(C1=NC=CC(=C1)C=1NC2=CC=C(C=C2C1)C1=C2C=CC=NC2=CC=C1)C